C(#N)OC#N cyanooxide